C1(CC1)N(C=1C=C(C=CC1)NC(=O)C=1C(N(C2=CC=CC=C2C1O)CC(C)C)=O)C N-(3-(cyclopropyl(methyl)amino)phenyl)-4-hydroxy-1-isobutyl-2-oxo-1,2-dihydroquinoline-3-carboxamide